rac-3-[6-chloro-5-methyl-3-[3-(trifluoromethyl)phenoxy]pyridazine-4-yl]-5-[(2,4-dimethylphenyl)methyl]-5,6-dihydro-4H-1,2,4-oxadiazine ClC1=C(C(=C(N=N1)OC1=CC(=CC=C1)C(F)(F)F)C1=NOC[C@H](N1)CC1=C(C=C(C=C1)C)C)C |r|